C1(=CC=C(C=C1)CNC1=C2N=CN(C2=NC(=N1)OC[C@@H]1NCCNC1)C(C)C)C1=CC=CC=C1 (R)-N-([1,1'-biphenyl]-4-ylmethyl)-9-isopropyl-2-(piperazin-2-ylmethoxy)-9H-purine-6-amine